OC1=C(C=C(C=C1)C)C(CC1=CC=NC=C1)C1=CC=C(C=C1)C 4-(2-(2-hydroxy-5-methylphenyl)-2-(4-methylphenyl)ethyl)pyridine